arsenic hydrocinnamate C(CCC1=CC=CC=C1)(=O)[O-].[As+3].C(CCC1=CC=CC=C1)(=O)[O-].C(CCC1=CC=CC=C1)(=O)[O-]